CC(=O)N[C@@H]1[C@H]([C@H]([C@H](O[C@H]1O)CO)OS(=O)(=O)O)O[C@H]2[C@@H]([C@H](C(=C(O2)C(=O)O)O)O)OS(=O)(=O)O The molecule is an oligosaccharide sulfate that is 4-deoxy-Delta(4)-beta-D-GlcpA2S-(1->3)-beta-D-GalpNAc in which the hydroxy group at position 4 of the 2-acetamido-beta-D-galactopyranose moiety has been converted into the corresponding hydrogen sulfate derivative. It is a member of acetamides, an amino disaccharide, an enol, a monocarboxylic acid and an oligosaccharide sulfate. It derives from a Delta(4)-beta-D-GlcpA-(1->3)-beta-D-GalpNAc4S.